N1N=CC=NC(=CC=C1)C(=O)N [1,2,5]triazonine-6-carboxamide